N-(5-(6-(7-methyl-9-oxa-3,7-diazabicyclo[3.3.1]non-3-yl)-[1,2,4]triazolo[1,5-a]pyridin-2-yl)-8-(methylamino)-2,7-naphthyridin-3-yl)cyclopropanecarboxamide CN1CC2CN(CC(C1)O2)C=2C=CC=1N(C2)N=C(N1)C1=C2C=C(N=CC2=C(N=C1)NC)NC(=O)C1CC1